(tert-butoxycarbonylamino)-5-[3-(2-fluoro-4-iodo-phenoxy)propyl]Thiazole-4-carboxylic acid methyl ester COC(=O)C=1N=C(SC1CCCOC1=C(C=C(C=C1)I)F)NC(=O)OC(C)(C)C